C(CC)NC(=O)C1OC1 Propylcarbamoyloxirane